2-({3-Chloro-2-[(4-chloro-2-methoxyphenyl)methoxy]-5,6,7,8-tetrahydro-1,7-naphthyridin-7-yl}methyl)-1-{[(2S)-oxetan-2-yl]methyl}-1H-1,3-benzodiazole-6-carboxylic acid ClC=1C(=NC=2CN(CCC2C1)CC1=NC2=C(N1C[C@H]1OCC1)C=C(C=C2)C(=O)O)OCC2=C(C=C(C=C2)Cl)OC